C(=O)O.C12CN(CC(NC1)C2)C=2C=1N(C=C(C2)S(=O)(=O)NC2(CC2)C)C(=NC1)C=1SC(=NN1)C(F)F 8-(3,6-diazabicyclo[3.2.1]octan-3-yl)-3-(5-(difluoromethyl)-1,3,4-thiadiazol-2-yl)-N-(1-methylcyclopropyl)imidazo[1,5-a]pyridine-6-sulfonamide formate